methyl (1-(4-((4-(bis(2,4-dimethoxybenzyl)amino)pyrazolo[1,5-a][1,3,5]triazin-8-yl)methyl)-6-(3,4-difluorophenyl)pyridin-3-yl)-3-(pyridin-2-yl)piperidin-3-yl)carbamate COC1=C(CN(C2=NC=NC=3N2N=CC3CC3=C(C=NC(=C3)C3=CC(=C(C=C3)F)F)N3CC(CCC3)(C3=NC=CC=C3)NC(OC)=O)CC3=C(C=C(C=C3)OC)OC)C=CC(=C1)OC